1-phenyl-2,5,8,11-tetraoxatridecan-13-ol C1(=CC=CC=C1)COCCOCCOCCOCCO